4-morpholino-2-[(2E)-2-(m-tolylmethylene)hydrazino]-N-(oxetan-3-yl)pyrrolo[2,1-f][1,2,4]triazine-6-carboxamide O1CCN(CC1)C1=NC(=NN2C1=CC(=C2)C(=O)NC2COC2)N/N=C/C=2C=C(C=CC2)C